ClC1=C(C(=CC=C1)F)CC1=NOC(N1CC1=C(N=CS1)C)=O 3-[(2-chloro-6-fluorophenyl)methyl]-4-[(4-methyl-1,3-thiazol-5-yl)methyl]-4,5-dihydro-1,2,4-oxadiazol-5-one